Ethyl (S)-3-((tert-butoxycarbonyl)amino)-3-(5-cyclopropyl-4-fluoro-2'-hydroxy-6'-methyl-4'-(trifluoromethyl)-[1,1'-biphenyl]-3-yl)propanoate C(C)(C)(C)OC(=O)N[C@@H](CC(=O)OCC)C=1C=C(C=C(C1F)C1CC1)C1=C(C=C(C=C1C)C(F)(F)F)O